cyclopropyl-5-(2-methylpyridin-4-yl)-6-nitro-1H-benzimidazole C1(CC1)N1C=NC2=C1C=C(C(=C2)C2=CC(=NC=C2)C)[N+](=O)[O-]